2,5,8,11-tetrabromo-1,6,7,12-tetra-n-butoxyperylene BrC1=C(C=2C=3C(=C(C=C4C=C(C(=C(C5=C(C(=CC(=C1)C52)Br)OCCCC)C43)OCCCC)Br)Br)OCCCC)OCCCC